dimethyl(5-(methylsulfonyl)-2-(prop-2-yn-1-ylamino)phenyl)phosphine oxide CP(C1=C(C=CC(=C1)S(=O)(=O)C)NCC#C)(C)=O